3-oxo-7,9-diazabicyclo[3.3.1]Nonane-9-carboxylate O=C1CC2CNCC(C1)N2C(=O)[O-]